(S)-2-(3-fluoro-2-methoxy-5-(thiazol-5-ylmethyl)phenyl)-2-((R)-3-((5-(5,6,7,8-tetrahydro-1,8-naphthyridin-2-yl)pentyl)oxy)pyrrolidin-1-yl)acetic acid FC=1C(=C(C=C(C1)CC1=CN=CS1)[C@@H](C(=O)O)N1C[C@@H](CC1)OCCCCCC1=NC=2NCCCC2C=C1)OC